4-methylpyrido[2,3-d]pyrimidine CC=1C2=C(N=CN1)N=CC=C2